C(C1=CC=CC=C1)NC(=O)C=1SC=C2C1N=C(NC2=O)C2=CC=NC=C2 N-benzyl-4-oxo-2-(pyridin-4-yl)-3,4-dihydrothieno[3,4-d]pyrimidine-7-carboxamide